C(C=C)NC=1C(=C(C=CC1[N+](=O)[O-])NCC1=CC=C(C=C1)C(F)(F)F)F N'-allyl-2-fluoro-4-nitro-N1-(4-(trifluoromethyl)benzyl)benzene-1,3-diamine